C(#N)C1=C(SC(=C1)C(CO)(C)O)S(=O)(=O)NC(NC1=C2CCCC2=CC=C1C(C)C1CC1)=O 3-Cyano-N-((5-(1-cyclopropylethyl)-2,3-dihydro-1H-inden-4-yl)carbamoyl)-5-(1,2-dihydroxypropan-2-yl)thiophene-2-sulfonamide